N-Allyl-6-(3-bromo-1-(3-chloropyridin-2-yl)-1H-pyrazol-5-carboxamido)-5-methylpyrazolo[1,5-a]pyridin-7-carboxamid C(C=C)NC(=O)C1=C(C(=CC=2N1N=CC2)C)NC(=O)C2=CC(=NN2C2=NC=CC=C2Cl)Br